(S)-2-(tert-butoxy)-2-(7-(4-chlorophenyl)-5-methyl-2-(1-methyl-3-(1-(oxetane-3-carbonyl)piperidin-4-yl)-1H-indazol-5-yl)benzo[d]thiazol-6-yl)acetic acid C(C)(C)(C)O[C@H](C(=O)O)C1=C(C2=C(N=C(S2)C=2C=C3C(=NN(C3=CC2)C)C2CCN(CC2)C(=O)C2COC2)C=C1C)C1=CC=C(C=C1)Cl